ClC1=CC=C(C(=N1)NC1CCN(CC1)C(=O)OC(C)(C)C)[N+](=O)[O-] tert-Butyl 4-((6-chloro-3-nitropyridin-2-yl)amino)piperidine-1-carboxylate